3-chloro-1-(4-methoxybenzyl)-6-methylpyrazin-2(1H)-one ClC=1C(N(C(=CN1)C)CC1=CC=C(C=C1)OC)=O